NCC1=CC=C(C=C1)CSC1=CC(=NN1C(=O)C=1OC=CC1)C1CC(N(C1C)S(=O)(=O)N1CC(CC1)O)O 4-[5-({[4-(aminomethyl)phenyl]methyl}sulfanyl)-1-(furan-2-carbonyl)-1H-pyrazol-3-yl]-1-[(3-hydroxypyrrolidin-1-yl)sulfonyl]-5-methylpyrrolidin-2-ol